(S)-4,4-Difluoro-1-(2-((S)-3-(isochinolin-4-ylamino)pyrrolidin-1-yl)acetyl)pyrrolidin-2-carbonitril FC1(C[C@H](N(C1)C(CN1C[C@H](CC1)NC1=CN=CC2=CC=CC=C12)=O)C#N)F